C(CCCCCCCCCCC)N[O-].OCCN.OCCN bis-(2-hydroxyethylamine) dodecylaminoxide